OCC1=CC=C(C=C1)NC(=O)[C@H](C(C)C)NC(=O)[C@H]1N(CCC1)C([C@H](C)NC(OCC1C2=CC=CC=C2C=2C=CC=CC12)=O)=O 9H-fluoren-9-ylmethyl N-[(1S)-2-[(2S)-2-[[(1S)-1-[[4-(hydroxymethyl) phenyl]carbamoyl]-2-methyl-propyl]carbamoyl]pyrrolidin-1-yl]-1-methyl-2-oxoethyl]carbamate